6-Bromo-2-(4-{4-[(6-methylpyridin-3-yl)methyl]piperazin-1-yl}phenyl)-N-[(3S)-1-methylpyrrolidin-3-yl]-3H-imidazo[4,5-b]pyridin-7-amine BrC=1C(=C2C(=NC1)NC(=N2)C2=CC=C(C=C2)N2CCN(CC2)CC=2C=NC(=CC2)C)N[C@@H]2CN(CC2)C